6-(2-hydroxy-2-methylpropoxy)-4-(1'-((6-methoxypyridin-3-yl)methyl)-1',2',3',6'-tetrahydro-[2,4'-bipyridin]-5-yl)pyrazolo[1,5-a]pyridine-3-carbonitrile OC(COC=1C=C(C=2N(C1)N=CC2C#N)C=2C=CC(=NC2)C=2CCN(CC2)CC=2C=NC(=CC2)OC)(C)C